1-[4-({(1R)-1-[3-(difluoromethyl)-2-methylphenyl]ethyl}amino)-2-methylpyrido[3,4-d]pyrimidin-6-yl]piperidine-4-carbonitrile FC(C=1C(=C(C=CC1)[C@@H](C)NC=1C2=C(N=C(N1)C)C=NC(=C2)N2CCC(CC2)C#N)C)F